C(C)(=O)C1=C(C=C(C=C1OCC)[C@@H](C)N(C(=O)NC1(CC(C1)OCC)C(=O)O)CCO[C@@H](C)C1=CC=CC=C1)OCC Trans-1-[([(1R)-1-(4-Acetyl-3,5-Diethoxyphenyl)Ethyl]{2-[(1S)-1-Phenylethoxy]Ethyl}Carbamoyl)Amino]-3-Ethoxycyclobutane-1-Carboxylic Acid